ethyl 4-acetamido-3-oxo-2,3,4,5-tetrahydro-1H-benzo[c]azepine-4-carboxylate C(C)(=O)NC1(CC2=C(CNC1=O)C=CC=C2)C(=O)OCC